4-fluoro-N-{(1S)-1-[5-(2-methylpyridin-4-yl)-5,6,7,8-tetrahydro-1,5-naphthyridin-2-yl]ethyl}benzamide FC1=CC=C(C(=O)N[C@@H](C)C2=NC=3CCCN(C3C=C2)C2=CC(=NC=C2)C)C=C1